benzyl [(1-{[2-(trimethylsilyl)ethoxy]methyl}-5-vinyl-1H-benzimidazol-2-yl)methyl]carbamate benzyl-[(1-{[2-(trimethylsilyl)ethoxy]methyl}-6-vinyl-1H-benzimidazol-2-yl)methyl]carbamate C(C1=CC=CC=C1)N(C(O)=O)CC1=NC2=C(N1COCC[Si](C)(C)C)C=C(C=C2)C=C.C[Si](CCOCN2C(=NC1=C2C=CC(=C1)C=C)CNC(OCC1=CC=CC=C1)=O)(C)C